BrC1=CN(C2=NC=CC(=C21)NCC2=CC=CC(=N2)N2C[C@H](N([C@H](C2)C)C(=O)OC(C)(C)C)C)S(=O)(=O)C2=CC=C(C)C=C2 Tert-butyl (2R,6S)-4-(6-(((3-bromo-1-tosyl-1H-pyrrolo[2,3-b]pyridin-4-yl)amino)methyl)pyridin-2-yl)-2,6-dimethylpiperazine-1-carboxylate